ethylhexylmalonate C(C)C(C(=O)[O-])(C(=O)[O-])CCCCCC